COCCO 2-methoxyethanol